COC=1C=C(C=CC1OC)C=1NC2=CC=C(C=C2C1CC)N1CCN(CC1)C1CCN(CC1)CC(C)C 2-(3,4-dimethoxyphenyl)-3-ethyl-5-(4-(1-isobutylpiperidin-4-yl)piperazin-1-yl)-1H-indole